CCC(C1=CC(=CC=C1)C(F)(F)F)O 3-Trifluoromethylphenylpropanol